N-(3-chloro-2-tolyl)maleimide ClC=1C(=C(C=CC1)C)N1C(C=CC1=O)=O